C(N)(=O)NCC1=CC=C(CN2C(C(=C(C=C2C)OCC2=C(C=C(C=C2)Cl)Cl)Br)=O)C=C1 1-[4-(carbamoylaminomethyl)benzyl]-3-bromo-4-[(2,4-dichlorobenzyl)oxy]-6-methylpyridin-2(1H)-one